O1CC(C1)=O Oxetan-3-one